NC1=NC=2C=C(C=CC2C2=C1N=C(N2CCNS(=O)(=O)C)COCC)CC2=CC=C(C=C2)CCN N-(2-(4-amino-7-(4-(2-aminoethyl)benzyl)-2-(ethoxymethyl)-1H-imidazo[4,5-C]quinolin-1-yl)ethyl)methanesulfonamide